C1(=CC=CC=2C3=CC=CC=C3CC12)COC(=O)[C@](N)([C@@H](C)CC)C(=O)O alpha-fluorenylmethoxycarbonyl-isoleucine